CS(=O)(=O)C=1C=C2C3(CN(C2=CC1)C(=O)C=1C=C(C=CC1)S(=O)(=O)Cl)CCC1(CC3)CC1 3-(5''-(methylsulfonyl)dispiro[cyclopropane-1,1'-cyclohexane-4',3''-indoline]-1''-carbonyl)benzenesulfonyl chloride